N-(3-(N-(1-methylcyclobutyl)sulfamoyl)phenyl)-2-(6-azaspiro[2.5]octan-6-yl)nicotinamide CC1(CCC1)NS(=O)(=O)C=1C=C(C=CC1)NC(C1=C(N=CC=C1)N1CCC2(CC2)CC1)=O